ClC=1C(=CC(=C(C1)CC(CC)NC(OC(C)(C)C)=O)OC)CCC tert-butyl (1-(5-chloro-2-methoxy-4-propylphenyl)butan-2-yl)carbamate